C1(CC1)C=1N=NN(C1)[C@H](C(=O)N1[C@@H](C[C@H](C1)O)C(=O)NC1(CCC1)C1=C(C=C(C=C1)F)F)C(C)(C)C (2S,4R)-1-[(2S)-2-(4-cyclopropyltriazol-1-yl)-3,3-dimethyl-butanoyl]-N-[1-(2,4-difluorophenyl)cyclobutyl]-4-hydroxy-pyrrolidine-2-carboxamide